(3ar,6s,6as)-6-((tert-butyldiphenylsilyl)oxy)-6a-methylhexahydro-2H-cyclopenta[b]furan-2-one [Si](C1=CC=CC=C1)(C1=CC=CC=C1)(C(C)(C)C)O[C@H]1CC[C@H]2[C@@]1(OC(C2)=O)C